1-(2-(3-methyl-5-(trifluoromethyl)benzyl)pyridin-4-yl)-1,5,6,7-tetrahydro-4H-pyrazolo[4,3-c]pyridin-4-one CC=1C=C(CC2=NC=CC(=C2)N2N=CC=3C(NCCC32)=O)C=C(C1)C(F)(F)F